FC1=CC=C(C=C1)CC1=CC2=C(NC1=O)C(CN2C(=O)OC(C)(C)C)(C)C tert-butyl 6-[(4-fluorophenyl) methyl]-3,3-dimethyl-5-oxo-1H,2H,3H,4H,5H-pyrrolo[3,2-b]pyridine-1-carboxylate